(1-(4-(2-fluoro-5-((1-hydroxycyclobutyl)methoxy)phenyl)pyridin-2-yl)piperidin-4-yl)methanone FC1=C(C=C(C=C1)OCC1(CCC1)O)C1=CC(=NC=C1)N1CCC(CC1)C=O